7-hydroxy-5-pentyl-2-phenyl-8-(m-tolyl)-4H-benzo[d][1,3]dioxin-4-one OC=1C=C(C2=C(OC(OC2=O)C2=CC=CC=C2)C1C=1C=C(C=CC1)C)CCCCC